FC1(CN(C1)C(=O)OC(C)(C)C)CNC tert-butyl 3-fluoro-3-((methylamino)methyl)azetidine-1-carboxylate